NC1=C(C#N)C(=CC=C1OC)NCC1=CC=C(C=C1)OC 2-amino-3-methoxy-6-((4-methoxybenzyl)amino)benzonitrile